[2-[1-(cyclopropylmethyl)-6-(5-methyl-1,1-dioxo-1,2,5-thiadiazepan-2-yl)pyrrolo[2,3-b]pyridin-2-yl]-5-methoxy-3-methylimidazo[1,2-a]pyridin-7-yl]methanone C1(CC1)CN1C(=CC=2C1=NC(=CC2)N2S(CCN(CC2)C)(=O)=O)C=2N=C1N(C(=CC(=C1)C=O)OC)C2C